menthol menthyl-formate C1(CC(C(CC1)C(C)C)C(=O)OC1CC(CCC1C(C)C)C)C